benzyl (1R)-1-{1-[3-(trifluoromethoxy) phenyl]-1H-pyrazol-4-yl}-6-azaspiro[2.5]octane-6-carboxylate FC(OC=1C=C(C=CC1)N1N=CC(=C1)[C@@H]1CC12CCN(CC2)C(=O)OCC2=CC=CC=C2)(F)F